C(C)(C)(C)OC(=O)N[C@H]([C@@H](CC(=O)OCC)O)[C@H](CC)C ethyl (3R,4S,5S)-4-((tert-butoxycarbonyl) amino)-3-hydroxy-5-methyl-heptanoate